3-(2-aminoethyl)pyrimidin-4(3H)-one diHCl salt Cl.Cl.NCCN1C=NC=CC1=O